4-chlorophenoxy-4-[(methylsulfonyl)amino]benzenesulfonamide ClC1=CC=C(OC2=C(C=CC(=C2)NS(=O)(=O)C)S(=O)(=O)N)C=C1